(+)-N-(5-(1-amino-1-(4-cyanophenyl)-3-cyclopropyl-propyl)-2-fluorophenyl)-1-(3-carbamimidoylphenyl)-3-(trifluoromethyl)-1H-pyrazole-5-carboxamide NC(CCC1CC1)(C1=CC=C(C=C1)C#N)C=1C=CC(=C(C1)NC(=O)C1=CC(=NN1C1=CC(=CC=C1)C(N)=N)C(F)(F)F)F